ClC1=NN2C(N=CC3=C2C(CC3C(=O)NC=3C=NC(=C(C3)Cl)C=3N=CN(C3)C)(C)C)=C1 2-chloro-N-(5-chloro-6-(1-methyl-1H-imidazol-4-yl)pyridin-3-yl)-8,8-dimethyl-7,8-dihydro-6H-cyclopenta[e]pyrazolo[1,5-a]pyrimidine-6-carboxamide